[Si](C)(C)(C(C)(C)C)OC[C@H]1CN(CCN1C1=NC(=NC=2CC(CCC12)C1=CC(=CC2=CC=CC=C12)O[Si](C)(C)C(C)(C)C)SC)C(=O)OC(C)(C)C tert-butyl (3R)-3-[[tert-butyl(dimethyl)silyl]oxymethyl]-4-[7-[3-[tert-butyl(dimethyl)silyl]oxy-1-naphthyl]-2-methylsulfanyl-5,6,7,8-tetrahydroquinazolin-4-yl]piperazine-1-carboxylate